C(C)(C)(C)OC(N(C(=O)OC(C)(C)C)C=1C=NC(=C(C1)C(F)(F)F)Br)=O.ClC=1C=C(C=CC1Cl)N1C[C@H](CCC1)NS(=O)(=O)C1=CC=C(C=C1)OC(F)(F)F (S)-N-(1-(3,4-dichlorophenyl)piperidin-3-yl)-4-(trifluoromethoxy)benzenesulfonamide tert-butyl-N-[6-bromo-5-(trifluoromethyl)-3-pyridyl]-N-tert-butoxycarbonyl-carbamate